N'-(2,2,2-trifluoroacetyl)tetrahydro-2H-pyran-3-carbohydrazide FC(C(=O)NNC(=O)C1COCCC1)(F)F